[6-(3-cyclopropyl-1,2,4-triazol-1-yl)-2-azaspiro[3.3]heptan-2-yl]-[6-[[1-(2,2,2-trifluoroethyl)triazol-4-yl]methyl]-2,6-diazaspiro[3.3]heptan-2-yl]methanone C1(CC1)C1=NN(C=N1)C1CC2(CN(C2)C(=O)N2CC3(C2)CN(C3)CC=3N=NN(C3)CC(F)(F)F)C1